N-((1S,2S)-2-(3-((2-((3S,4R)-3-fluoro-4-methoxypiperidin-1-yl)pyrimidin-4-yl)amino)-8-(3-((methylsulfonyl)methyl)azetidin-1-yl)isoquinolin-5-yl)cyclobutyl)but-2-ynamide F[C@H]1CN(CC[C@H]1OC)C1=NC=CC(=N1)NC=1N=CC2=C(C=CC(=C2C1)[C@H]1[C@H](CC1)NC(C#CC)=O)N1CC(C1)CS(=O)(=O)C